methyl 6-(3-tetrahydropyran-2-ylimidazol-4-yl)sulfanylpyridine-3-carboxylate O1C(CCCC1)N1C=NC=C1SC1=CC=C(C=N1)C(=O)OC